CC1(CC=2C(CCCC2CC1C)(C)C)CC(=O)CC1(CC=2C(CCCC2CC1C)(C)C)C 2,3,8,8-Tetramethyl-1,2,3,4,5,6,7,8-octahydro-2-naphthalenylmethylketon